C(C)(=O)C1=CC=C(C=C1)NC1=CC2=C(C=N1)N(C(N2C2CCCC2)=O)C 6-((4-acetylphenyl)amino)-1-cyclopentyl-3-methyl-1,3-dihydro-2H-imidazo[4,5-c]pyridin-2-one